N-allyl-2-(4-bromo-3-fluorophenyl)-N-(2,2,2-trifluoroethyl)propanamide C(C=C)N(C(C(C)C1=CC(=C(C=C1)Br)F)=O)CC(F)(F)F